6-{[2-({α-D-mannopyranosyl-(1→3)-[α-D-mannopyranosyl-(1→6)]-α-D-mannopyranosyl}oxy)ethyl]amino}-6-oxohexanoic acid [C@H]1([C@@H](O)[C@@H](O)[C@H](O)[C@H](O1)CO)O[C@@H]1[C@@H]([C@H](O[C@@H]([C@H]1O)CO[C@@H]1[C@@H](O)[C@@H](O)[C@H](O)[C@H](O1)CO)OCCNC(CCCCC(=O)O)=O)O